[Si](C)(C)(C(C)(C)C)OC1(CC1)CCCCN(CCCSC1=CC=C(C=C1)OC)CCCCC1(CC1)O[Si](C)(C)C(C)(C)C 4-(1-((tert-butyldimethylsilyl)oxy)cyclopropyl)-N-(4-(1-((tert-butyldimethylsilyl)oxy)cyclopropyl)butyl)-N-(3-((4-methoxyphenyl)thio)propyl)butan-1-amine